7-((2-Hydroxyethyl)sulfonyl)-2-(3-((R)-3-methoxy-2-methyl-3-oxopropyl)phenyl)-2,6,6-trimethylheptanoic acid OCCS(=O)(=O)CC(CCCC(C(=O)O)(C)C1=CC(=CC=C1)C[C@H](C(=O)OC)C)(C)C